ClC1=NC=2N(C=C1)N=CC2[N+](=O)[O-] 5-chloro-3-nitro-pyrazolo[1,5-a]pyrimidine